C(C(O)CO)(=O)OC(CCCCC)CC ethylhexyl glycerate